NC1=CC=C(C=C1)NC[C@@H](O)C1=CC=CC=C1 (S)-2-(4-aminophenylamino)-1-phenylethanol